N'-(2,2-difluoroacetyl)-4-((4-(4-((4,5-dihydro-1H-imidazol-2-yl)amino)phenyl)-1H-1,2,3-triazol-1-yl)methyl)benzoyl-hydrazine FC(C(=O)NNC(C1=CC=C(C=C1)CN1N=NC(=C1)C1=CC=C(C=C1)NC=1NCCN1)=O)F